P(=O)(O)(O)O.CC1OP(OCC1)OCC(F)(F)F 4-methyl-2-trifluoroethoxy-1,3,2-dioxaphosphorinane phosphate